C1(CC1)CNC1=NC=CC2=C1N=C(N=C2)NC2=C(C=C(C=C2)C=2C=NN(C2)C)OCC N8-(cyclopropylmethyl)-N2-(2-ethoxy-4-(1-methyl-1H-pyrazol-4-yl)phenyl)pyrido[3,4-d]pyrimidine-2,8-diamine